selenium 4-methylpiperidinyldithiocarbamate CC1CCN(CC1)NC([S-])=S.[Se+2].CC1CCN(CC1)NC([S-])=S